C(C1=CC=CC=C1)C=1C=NC(=NC1)N1CC(C1)N 1-(5-benzyl-pyrimidin-2-yl)azetidin-3-amine